N-(5-acetyl-2-pyridyl)-2,2,3,3-tetramethyl-cyclopropanecarboxamide C(C)(=O)C=1C=CC(=NC1)NC(=O)C1C(C1(C)C)(C)C